6-benzyl-5-{[2-(dimethylamino)ethyl]amino}-8-methyl-1,3-diphenylpyrido[2,3-d]pyrimidine-2,4,7(1H,3H,8H)-trione C(C1=CC=CC=C1)C1=C(C2=C(N(C(N(C2=O)C2=CC=CC=C2)=O)C2=CC=CC=C2)N(C1=O)C)NCCN(C)C